NC1=C(C=2C(=NC=C(C2S1)F)C1=C2C(=C3C=CC(=NC3=C1Cl)N1C[C@@H]([C@@H](C1)O)N(C)C)COC2)C#N 2-Amino-4-(5-chloro-7-((3S,4R)-3-(dimethylamino)-4-hydroxypyrrolidin-1-yl)-1,3-dihydrofuro[3,4-f]quinolin-4-yl)-7-fluorothieno[3,2-c]pyridine-3-carbonitrile